(ethoxymethyl) furan-2-carboxylate O1C(=CC=C1)C(=O)OCOCC